NCCCCCCCCCC.[Zr] zirconium aminodecane